N1(CCC[C@H]2CCCC[C@H]12)C([C@@H](CN(C)CC1=CC=CC=C1)N(CC1=C(C=CC=C1)C)C1CC1)=O (2R)-1-[(4aR,8aS)-3,4,4a,5,6,7,8,8a-octahydro-2H-quinolin-1-yl]-3-[benzyl(methyl)amino]-2-[cyclopropyl(o-tolylmethyl)amino]propan-1-one